mercury selenium mercury [Hg].[Se].[Hg]